2,3-Diiodooctanedioaldehyde IC(C=O)C(CCCCC=O)I